FC=1C=C2C(C(=CN(C2=CC1)C1=CC=C(C=C1)OCCO)C(=O)O)=O 6-fluoro-1-(4-(2-hydroxyethoxy)phenyl)-4-oxo-1,4-dihydroquinoline-3-carboxylic acid